FC1=CC(=C(CC2=CN(C3N2CCNC3)C)C=C1)C(F)(F)F 3-(4-Fluoro-2-(trifluoromethyl)benzyl)-N-methyl-5,6,7,8-tetrahydroimidazo[1,2-a]pyrazine